2-(((9-((2R,4S,5R)-5-ethynyl-4-hydroxy-5-(hydroxymethyl)tetrahydrofuran-2-yl)-2-fluoro-9H-purin-6-yl)carbamoyl)oxy)propane-1,3-diyl dipentanoate C(CCCC)(=O)OCC(COC(CCCC)=O)OC(NC1=C2N=CN(C2=NC(=N1)F)[C@@H]1O[C@@]([C@H](C1)O)(CO)C#C)=O